C(C)(=O)N(C(C)=O)C1=NC=C(C(=N1)C1=CC=C(C=C1)F)C=1C=C2C(=NC=NC2=CC1)C N-acetyl-N-(4-(4-fluorophenyl)-5-(4-methylquinazolin-6-yl)pyrimidin-2-yl)acetamide